2-methylundec-1-en CC(=C)CCCCCCCCC